BrC=1C=C2C(=CN(C(C2=CC1F)=O)C[C@@H](C[C@H](C)NC=1C=NN(C(C1C(F)(F)F)=O)COCC[Si](C)(C)C)F)F 6-bromo-4,7-difluoro-2-[(2R,4S)-2-fluoro-4-[[6-oxo-5-(trifluoromethyl)-1-(2-trimethylsilylethoxymethyl)pyridazin-4-yl]amino]pentyl]isoquinolin-1-one